N-(6-methyl-2-(piperazin-1-yl)pyrimidin-4-yl)-1H-indazol-5-amine CC1=CC(=NC(=N1)N1CCNCC1)NC=1C=C2C=NNC2=CC1